C(C)(C)(C)C=1C=C(CN(C(CN(S(=O)(=O)C2=C(C(=C(C(=C2F)F)F)F)F)CC2=CC=C(C=C2)Cl)=O)C2=CC=C(C=C2)S(N)(=O)=O)C=C(C1)C1CC1 N-(3-(tert-butyl)-5-cyclopropylbenzyl)-2-(N-(4-chlorobenzyl)-(2,3,4,5,6-pentafluorophenyl)sulfonamido)-N-(4-sulfamoylphenyl)acetamide